FC1=C(C=CC=C1)C1=NNC(O1)=O 5-(2-fluorophenyl)-1,3,4-oxadiazol-2(3H)-one